N,N'-bis(1-naphthyl)-N,N'-diphenyl-(1,1'-biphenyl)-4,4'-diamine C1(=CC=CC2=CC=CC=C12)N(C1=CC=C(C=C1)C1=CC=C(C=C1)N(C1=CC=CC=C1)C1=CC=CC2=CC=CC=C12)C1=CC=CC=C1